O=C1NC(CCC1N1C(C2=CC=C3C(=C2C1)OCC31C(CN(CC1)C(=O)OC(C)(C)C)O)=O)=O tert-butyl 7-(2,6-dioxopiperidin-3-yl)-3'-hydroxy-6-oxo-7,8-dihydro-2h,6h-spiro[furo[2,3-e]isoindole-3,4'-piperidine]-1'-carboxylate